4-(1-(3-Fluoro-2-methoxypyridin-4-yl)-2-methyl-1H-imidazol-4-yl)-N-(1-(methylsulfonyl)piperidin-4-yl)-5-(trifluoromethyl)pyrimidin-2-amine FC=1C(=NC=CC1N1C(=NC(=C1)C1=NC(=NC=C1C(F)(F)F)NC1CCN(CC1)S(=O)(=O)C)C)OC